OCCC[N+]1=CC(C2=CC=CC=C12)(C)C 1-(3-hydroxypropyl)-3,3-dimethyl-3H-indol-1-ium